(3-(3-(Pyridin-3-yl)phenyl)-1H-pyrazol-5-yl)pyrrolidine-1-carbonitrile N1=CC(=CC=C1)C=1C=C(C=CC1)C1=NNC(=C1)C1N(CCC1)C#N